[Br-].C[C@@H](C[NH3+])C1=CC=CC=C1 (R)-(+)-beta-methyl-phenethyl-ammonium bromide